4-((2S,5R)-4-(Bis(4-fluorophenyl)methyl)-2,5-dimethylpiperazin-1-yl)-1-methyl-1,7-dihydro-6H-pyrazolo[3,4-d]pyrimidin-6-one FC1=CC=C(C=C1)C(N1C[C@@H](N(C[C@H]1C)C=1C2=C(NC(N1)=O)N(N=C2)C)C)C2=CC=C(C=C2)F